N-((4-chloro-6-(1-methyl-1H-pyrazol-3-yl)pyridin-3-yl)methyl)-2,6-difluoro-3,5-dimethoxyaniline ClC1=C(C=NC(=C1)C1=NN(C=C1)C)CNC1=C(C(=CC(=C1F)OC)OC)F